FC1=C(C=C(C=C1)NC(=O)C1=C(N(C(=C1C)C(C(=O)N[C@H](C)[C@@H](C)O)=O)C)C)C N-(4-fluoro-3-methylphenyl)-5-(2-(((2R,3R)-3-hydroxybutan-2-yl)amino)-2-oxoacetyl)-1,2,4-trimethyl-1H-pyrrole-3-carboxamide